C1(=CC=C(C=C1)C1=C2C=CC=CC2=C(C2=CC=CC=C12)C1=CC=2C=CC=3N(C2C(C1)=O)C1=C(N3)C=CC=C1)C1=CC=CC=C1 3-(10-([1,1'-biphenyl]-4-yl)anthracen-9-yl)benzo[4,5]imidazo[1,2-a]quinolone